CN1CC2=CC=CC=C2C1=O 2-methyl-3-oxoisoindoline